The molecule is a hydroxydocosahexaenoic acid that consists of (4Z,7Z,10Z,14E,16Z,19Z)-docosahexaenoic acid bearing an additional 13-hydroxy substituent. It has a role as a human xenobiotic metabolite and a mouse metabolite. It is a hydroxydocosahexaenoic acid and a secondary allylic alcohol. It is a conjugate acid of a (4Z,7Z,10Z,14E,16Z,19Z)-13-hydroxydocosahexaenoate. CC/C=C\\C/C=C\\C=C\\C(C/C=C\\C/C=C\\C/C=C\\CCC(=O)O)O